(E)-1-[(3R)-3-[4-amino-3-(4-phenoxyphenyl)pyrazolo[3,4-d]pyrimidin-1-yl]-1-piperidyl]-4-[methyl-(3-piperazin-1-ylpropyl)amino]but-2-en-1-one NC1=C2C(=NC=N1)N(N=C2C2=CC=C(C=C2)OC2=CC=CC=C2)[C@H]2CN(CCC2)C(\C=C\CN(CCCN2CCNCC2)C)=O